tert-butyl (2,2-difluoro-1-(hydroxymethyl)cyclopropyl)carbamate FC1(C(C1)(CO)NC(OC(C)(C)C)=O)F